N-((1s,3s)-3-((4-((3,4-dichloro-2-fluorophenyl)amino)-7-(2-hydroxyethoxy)quinazolin-6-yl)oxy)cyclobutyl)acrylamide ClC=1C(=C(C=CC1Cl)NC1=NC=NC2=CC(=C(C=C12)OC1CC(C1)NC(C=C)=O)OCCO)F